6-bromo-4-(methoxymethyl)-4-methyl-2-phenyl-4H-benzo[d][1,3]oxazine BrC1=CC2=C(N=C(OC2(C)COC)C2=CC=CC=C2)C=C1